(S)-7-(4-(5-fluoro-2-(oxetan-3-yloxy)phenyl)piperidin-1-yl)-2-(1,3,4-oxadiazol-2-yl)-5-oxa-2-azaspiro[3.4]octane FC=1C=CC(=C(C1)C1CCN(CC1)[C@@H]1COC2(CN(C2)C=2OC=NN2)C1)OC1COC1